OC=1C=C(C=CC1OC)C1SCCCS1 2-(3-hydroxy-4-methoxyphenyl)-1,3-dithiane